4-(azetidin-3-yloxy)-1-cyclopropyl-1H-pyrazole N1CC(C1)OC=1C=NN(C1)C1CC1